N,3-Dimethylaniline CNC1=CC(=CC=C1)C